C[Si](CCOCN1C=CC2=CC=CC=C12)(C)C 1-(2-trimethylsilylethoxymethyl)indole